CN(CCCOC1=C(C=C(C=C1)Cl)Cl)CC#C The molecule is an aromatic ether that is the 2,4-dichlorophenyl ether of 3-aminopropan-1-ol in which the nitrogen is substituted by a methyl group and a prop-1-yn-3-yl group. A monoamine oxidase inhibitor, it was formerly used as an antidepressant. It has a role as an EC 1.4.3.4 (monoamine oxidase) inhibitor and an antidepressant. It is a tertiary amino compound, a terminal acetylenic compound, an aromatic ether and a dichlorobenzene.